6,8-dimethyl-4H-1,4-benzoxazin-3-one CC=1C=C(C2=C(NC(CO2)=O)C1)C